C(C)OC(=O)C1=C(N=C(S1)NC1=NC(=C(C(=N1)N1CC(NCC1)=O)CC(=O)OCC)N1CC(NCC1)=O)C 2-[4,6-bis-(3-oxo-piperazin-1-yl)-5-[ethoxycarbonylmethyl]pyrimidin-2-ylamino]-4-methylthiazole-5-carboxylic acid ethyl ester